1-butyl-3-methylimidazolium pyrrole salt N1C=CC=C1.C(CCC)N1C=[N+](C=C1)C